methyl iduronate O=C[C@@H](O)[C@H](O)[C@@H](O)[C@H](O)C(=O)OC